COC=1C=C(CN2CC(N(CC2)C2CCC23CCNCC3)C3=C(C=CC=C3)C(C)C)C=CC1OC (4-(3,4-dimethoxybenzyl)-2-(2-isopropylphenyl)piperazin-1-yl)-7-azaspiro[3.5]Nonane